8-amino-N-[4-(1,4'-bipiperidin-1'-ylmethyl)phenyl]-4,4-dimethyl-4,5-dihydro-1H-pyrazolo[4,3-H]quinazoline-3-carboxamide bistrifluoroacetate FC(C(=O)O)(F)F.FC(C(=O)O)(F)F.NC1=NC=2C3=C(C(CC2C=N1)(C)C)C(=NN3)C(=O)NC3=CC=C(C=C3)CN3CCC(CC3)N3CCCCC3